5-bromo-3-(p-tolyl)-1-tosyl-1H-pyrrolo[2,3-b]pyridine BrC=1C=C2C(=NC1)N(C=C2C2=CC=C(C=C2)C)S(=O)(=O)C2=CC=C(C)C=C2